COC=1C=C(C=C2C1OCO2)CN(CC2=CC=C(C=C2)CNCC2=NC=CC=C2)C2CCCC=1C=CC=NC21 N-[(3-methoxy-4,5-methylenedioxyphenyl)methyl]-N'-(2-pyridinylmethyl)-N-(5,6,7,8-tetrahydro-8-quinolinyl)-1,4-benzenedimethanamine